1-(4-bromo-3-nitrophenyl)ethan-1-ol BrC1=C(C=C(C=C1)C(C)O)[N+](=O)[O-]